CS(=O)(C)=NC=1C=C(C(=NC1)OC1=C(C=C(C=C1C)F)C)C=1C2=C(C(N(C1)C)=O)NC(=C2)C(=O)NCC 4-{5-{[dimethyl(oxo)-λ6-sulfanylidene]amino}-2-(4-fluoro-2,6-dimethylphenoxy)pyridin-3-yl}-N-ethyl-6-methyl-7-oxo-6,7-dihydro-1H-pyrrolo[2,3-c]pyridine-2-carboxamide